(S)-(5-cyclobutyl-1,3,4-oxadiazol-2-yl)(4-(4-(difluoromethyl)pyrazolo[1,5-a]pyridin-2-yl)-6,7-dihydro-1H-imidazo[4,5-c]pyridin-5(4H)-yl)methanone C1(CCC1)C1=NN=C(O1)C(=O)N1[C@@H](C2=C(CC1)NC=N2)C2=NN1C(C(=CC=C1)C(F)F)=C2